COC=1C=C(C=CC1OC)C1=CC=NC=2N1N=C(C2)C(=O)NC2=C(C=C(C=C2)C(=O)N2CCN(CC2)C)F 7-(3,4-dimethoxyphenyl)-N-(2-fluoro-4-(4-methylpiperazine-1-carbonyl)phenyl)pyrazolo[1,5-a]pyrimidine-2-carboxamide